2-[4-[4-[(2,6-dioxo-3-piperidyl)amino]phenyl]-3,3-difluoro-1-piperidyl]acetic acid O=C1NC(CCC1NC1=CC=C(C=C1)C1C(CN(CC1)CC(=O)O)(F)F)=O